2-(2,6-Dioxopiperidin-3-yl)-N-((2'-hydroxy-3'-(1-methyl-3-(trifluoromethyl)-1H-pyrazol-5-yl)-[1,1'-biphenyl]-4-yl)methyl)-1,3-dioxoisoindoline-5-carboxamide O=C1NC(CCC1N1C(C2=CC=C(C=C2C1=O)C(=O)NCC1=CC=C(C=C1)C1=C(C(=CC=C1)C1=CC(=NN1C)C(F)(F)F)O)=O)=O